C1CCC2=C(C=CC=C12)C(C)=O 1-(2,3-dihydro-1H-inden-4-yl)ethan-1-one